C1(CC1)C=1C=C(C=2N(C1)C=C(N2)CNC=2C=C(C=NC2)NC(=O)[C@@H]2[C@H](C2)C2=NC=CC(=N2)C)N2C(N(C(C2)=O)C)=O |r| rac-(1S*,2S*)-N-(5-(((6-cyclopropyl-8-(3-methyl-2,4-dioxoimidazolidin-1-yl)imidazo[1,2-a]pyridin-2-yl)methyl)amino)pyridin-3-yl)-2-(4-methylpyrimidin-2-yl)cyclopropane-1-carboxamide